C(C)(=O)OC[C@H]1O[C@H]([C@@H](C1=C)OC(C)=O)N1N=CC=2C1=NC(=NC2N2C[C@@H]1[C@H](C2)CCC1)Cl ((2S,4R,5R)-4-acetoxy-5-(6-chloro-4-((3aR,6aS)-hexahydrocyclopenta[c]pyrrol-2(1H)-yl)-1H-pyrazolo[3,4-d]pyrimidin-1-yl)-3-methylenetetrahydrofuran-2-yl)methyl acetate